6,7,8,9-Tetrahydro-5H-pyrimido[5,4-c]azepine N1=CN=CC=2CNCCCC21